tert-butyl pyrrole-5(1H)-carboxylate N1C=CC=C1C(=O)OC(C)(C)C